(2-(2-chlorophenylamino)-5-methylpyrimidin-4-ylamino)benzo[d]oxazol-2(3H)-one ClC1=C(C=CC=C1)NC1=NC=C(C(=N1)NN1C(OC2=C1C=CC=C2)=O)C